3-(6-(piperazin-1-yl)pyrimidin-4-yl)quinoline N1(CCNCC1)C1=CC(=NC=N1)C=1C=NC2=CC=CC=C2C1